CN1C2=C(OC[C@@H](C1=O)NC(C1=NC=CC(=C1)OC1=CC=CC=C1)=O)C=C(C=N2)C#CC2=NC=CC=C2 (S)-N-(5-methyl-4-oxo-8-(pyridin-2-ylethynyl)-2,3,4,5-tetrahydropyrido[3,2-b][1,4]Oxazepin-3-yl)-4-phenoxypicolinamide